FC(C1=NN=C(O1)C=1C=CC(=NC1)CN1C(OC(=N1)C=1SC=CC1)=O)F 3-[[5-[5-(difluoromethyl)-1,3,4-oxadiazol-2-yl]-2-pyridyl]methyl]-5-(2-thienyl)-1,3,4-oxadiazol-2-one